1-((1H-Pyrazolo[3,4-b]pyridin-5-yl)methyl)-N-(3-(trifluoromethoxy)phenyl)indolin-6-Carboxamid N1N=CC=2C1=NC=C(C2)CN2CCC1=CC=C(C=C21)C(=O)NC2=CC(=CC=C2)OC(F)(F)F